FC=1C=C(C=C(C1)COC1=CC=NC2=CC(=CC=C12)OC)[SH2](=O)C=N (3-fluoro-5-{[(7-methoxyquinolin-4-yl)oxy]methyl}phenyl)(imino)methyl-λ6-sulfanone